C(C)OC(=O)C1CC(N(CC1)C(=O)OC(C)(C)C)C1=NC=CC=C1C (3-methylpyridin-2-yl)piperidine-1,4-dicarboxylic acid 1-tert-butyl 4-ethyl ester